N-(1-(3-((1-((difluoromethyl)sulfonamido)cyclopropyl)methoxy)-4-fluorophenyl)ethyl)propionamide FC(S(=O)(=O)NC1(CC1)COC=1C=C(C=CC1F)C(C)NC(CC)=O)F